C1(CC1)C=1C=C(C=2C(N1)=NNC2)C=2C=C(C=NC2)C2=CC=C(C=C2)N2C(CCC2)=O 1-(4-(5-(6-cyclopropyl-2H-pyrazolo[3,4-b]pyridin-4-yl)pyridin-3-yl)phenyl)pyrrolidin-2-one